O.[Na+].[Na+].OC1=C(C=C(C=C1O)S(=O)(=O)[O-])S(=O)(=O)[O-] 4,5-Dihydroxy-1,3-benzenedisulfonic acid disodium salt monohydrate